C1(=CC=CC=C1)C=C 1-phenyl-ethylene